N=1C(=NN2C1CNCC2)N2C1CN(CC2CC1)C(=O)OCC1=CC=CC=C1 benzyl 8-(5,6,7,8-tetrahydro-[1,2,4]triazolo[1,5-a]pyrazin-2-yl)-3,8-diazabicyclo[3.2.1]octane-3-carboxylate